C(N)(=O)[C@H]1N2C(N([C@H](CC1)C2)OS(=O)(=O)OC=2C(=C(C(=O)[O-])C=CC2)CCCC(C)(C)C)=O (((((1R,2S,5R)-2-carbamoyl-7-oxo-1,6-diazabicyclo[3.2.1]octan-6-yl) oxy) sulfonyl) oxy)-4,4-dimethylpentylbenzoate